4,4'-dibromo-2,2'-bipyridine BrC1=CC(=NC=C1)C1=NC=CC(=C1)Br